(hydroxy(phenoxy)phosphoryl)-L-alanine isopropyl ester C(C)(C)OC([C@@H](NP(=O)(OC1=CC=CC=C1)O)C)=O